FC(C(=O)O)(F)F.[N+](=O)([O-])C=1C(=NC=CC1C1=CC=CC=C1)N1CC2(C1)CNC2 2-(3-nitro-4-phenylpyridin-2-yl)-2,6-diazaspiro[3.3]heptane trifluoroacetic acid salt